3-(dimethylamino)propyl (1-hydroxy-13-((tetrahydro-2H-pyran-2-yl)oxy)tridecan-3-yl) carbonate C(OCCCN(C)C)(OC(CCO)CCCCCCCCCCOC1OCCCC1)=O